CC1=C(C(=CC=C1)C)N=C(C)C(C)C N-(2,6-dimethylphenyl)-3-methylbutan-2-imine